COCCOC1=C(C=C(C=C1)CC1=NNC(C2=CC=CC=C12)=O)C1=CC2=C(NC(=N2)NC(OC)=O)C=C1 Methyl (5-(2-(2-methoxyethoxy)-5-((4-oxo-3,4-dihydrophthalazin-1-yl)methyl)phenyl)-1H-benzoimidazol-2-yl)carbamate